The molecule is a monocarboxylic acid amide obtained by formal condensation of the carboxy group of (2E)-(methoxyimino)(2-phenoxyphenyl)acetic acid with the amino group of methylamine. Used for the control of Pyricularia oryzae on rice crops. It has a role as a mitochondrial cytochrome-bc1 complex inhibitor and an antifungal agrochemical. It is an oxime O-ether, a monocarboxylic acid amide, an aromatic ether, an amide fungicide and a methoxyiminoacetamide strobilurin antifungal agent. CNC(=O)/C(=N/OC)/C1=CC=CC=C1OC2=CC=CC=C2